CC(\C=C\C)=O (E)-3-penten-2-one